6-amino-N-{2-[4-amino-3-(methoxymethyl)-3-methylpyrrolidin-1-yl]-5,6,7,8-tetrahydroquinolin-6-yl}-2-methylthieno[2,3-d][1,3]thiazole-5-carboxamide NC1=C(SC=2N=C(SC21)C)C(=O)NC2CC=1C=CC(=NC1CC2)N2CC(C(C2)N)(C)COC